BrC1=C(C=C(CN([C@@H]2COCC=3NC(C=4C=C(C(=CC4C32)F)F)=O)C)C=C1)F (S)-1-((4-bromo-3-fluorobenzyl)(methyl)amino)-8,9-difluoro-1,5-dihydro-2H-pyrano[3,4-c]isoquinolin-6(4H)-one